benzyldimethyl-(hexadecylcarbamoylmethyl)ammonium chloride [Cl-].C(C1=CC=CC=C1)[N+](CC(NCCCCCCCCCCCCCCCC)=O)(C)C